methyl 2-chloro-4-(1-(2,6-dichlorophenyl) azetidin-3-yl)-6-methylbenzoate ClC1=C(C(=O)OC)C(=CC(=C1)C1CN(C1)C1=C(C=CC=C1Cl)Cl)C